2-(1-{4-[(2S)-2,3-dihydro-1,4-benzodioxin-2-yl]benzyl}piperidin-4-yl)ethanol O1[C@H](COC2=C1C=CC=C2)C2=CC=C(CN1CCC(CC1)CCO)C=C2